CS(=O)(=O)C(C(=O)N)C (methyl-sulfonyl)-propanamide